2-(3-chlorophenyl)-N-(6-chloropyrimidin-4-yl)-2-cyanocyclopropane-1-carboxamide ClC=1C=C(C=CC1)C1(C(C1)C(=O)NC1=NC=NC(=C1)Cl)C#N